4-(2-{[(4aS,7aR)-1-methyl-octahydro-1H-cyclopenta[b]pyridin-4a-yl]methoxy}-7-[8-ethynyl-7-fluoro-3-(methoxymethoxy)naphthalen-1-yl]-8-fluoropyrido[4,3-d]pyrimidin-4-yl)-1,4-oxazepane CN1[C@H]2[C@@](CCC1)(CCC2)COC=2N=C(C1=C(N2)C(=C(N=C1)C1=CC(=CC2=CC=C(C(=C12)C#C)F)OCOC)F)N1CCOCCC1